6,10-dimethyl-1-(6-methyl-4-(tri-fluoromethyl)pyridin-2-yl)-1,3a,4,5,10,11a-hexahydro-2H-benzo[b]pyrrolo[2,3-f][1,4]diazocine-2,11(3H)-dione CC1=CC=CC2=C1NCC1C(C(N2C)=O)N(C(C1)=O)C1=NC(=CC(=C1)C(F)(F)F)C